6-(2-((2-phenyl-1H-imidazol-1-yl)methyl)phenoxy)hexanoic acid C1(=CC=CC=C1)C=1N(C=CN1)CC1=C(OCCCCCC(=O)O)C=CC=C1